C(C=C)OC1=NC(NC(N1)=O)=O 6-(allyloxy)-1,3,5-triazine-2,4(1H,3H)-dione